2-Nitro-4-(4-(trifluoromethyl)-phenoxy)benzohydrazide [N+](=O)([O-])C1=C(C(=O)NN)C=CC(=C1)OC1=CC=C(C=C1)C(F)(F)F